5-(1-aminoethyl)-2,7-dimethyl-1-oxo-N-phenyl-1,2-dihydroisoquinoline-3-carboxamide NC(C)C1=C2C=C(N(C(C2=CC(=C1)C)=O)C)C(=O)NC1=CC=CC=C1